FC(C1=NC=C(C=N1)C1=CN(C=2N=CN=C(C21)N)C(C)C=2C=NN(C2)C2=C(C=CC=C2)F)F 5-[2-(Difluoromethyl)pyrimidin-5-yl]-7-{1-[1-(2-fluorophenyl)-1H-pyrazol-4-yl]ethyl}-7H-pyrrolo[2,3-d]pyrimidin-4-amine